N-(1-cyanocyclopropyl)-8-(1-(1-methoxycyclopropane-1-carbonyl)piperidin-4-yl)-3-(5-(trifluoromethyl)-1,3,4-thiadiazol-2-yl)imidazo[1,5-a]pyridine-6-sulfonamide C(#N)C1(CC1)NS(=O)(=O)C=1C=C(C=2N(C1)C(=NC2)C=2SC(=NN2)C(F)(F)F)C2CCN(CC2)C(=O)C2(CC2)OC